C1(=CC=CC=C1)C=1C(=C(C(=C(C1)C=1C(=CC=CC1)C=1C(=CC=CC1)C1=CC=CC=C1)C1=CC=CC=C1)C1=CC=CC=C1)C1=CC=CC=C1 tetraphenyl-(quaterphenyl)